dodecylbenzenesulfonic acid trioctylmethylphosphonium salt C(CCCCCCC)[P+](C)(CCCCCCCC)CCCCCCCC.C(CCCCCCCCCCC)C1=C(C=CC=C1)S(=O)(=O)[O-]